C(CCCCCCC)OC1=CC=C(C=C1)[I+]C1=CC=CC=C1 4-octyloxyphenyl-phenyliodonium